4-(2-((tetrahydrofuran-2-yl)methoxy)-6-(3-(m-tolyl)-1H-pyrazol-1-yl)pyrimidin-4-yl)tetrahydro-2H-pyran-2-one O1C(CCC1)COC1=NC(=CC(=N1)C1CC(OCC1)=O)N1N=C(C=C1)C=1C=C(C=CC1)C